C(C1=CC=CC=C1)(=O)C=1C(=CN(C1)S(=O)(=O)C1=CC=C(C)C=C1)S(=O)(=O)NC1=C(C=C(C=C1)C#N)F 4-benzoyl-N-(4-cyano-2-fluorophenyl)-1-tosyl-1H-pyrrole-3-sulfonamide